4-(2-carboxyethyl)phenyl-trans-aminoethylcyclohexanecarboxylic acid C(=O)(O)CCC1=CC=C(C=C1)[C@H]1[C@@](CCCC1)(C(=O)O)CCN